N7-(2,3-dihydrobenzofuran-5-ylmethyl)-2-(methoxymethyl)pyrazolo[1,5-a]pyrimidine-3,7-dicarboxamide O1CCC2=C1C=CC(=C2)CNC(=O)C2=CC=NC=1N2N=C(C1C(=O)N)COC